3-(4-chlorophenyl)-N-(2-methylbut-2-yl)-5-nitrobenzamide ClC1=CC=C(C=C1)C=1C=C(C(=O)NC(C)(CC)C)C=C(C1)[N+](=O)[O-]